(3S,4S)-1-(4-((2-oxo-4-pentadecanamidopyrrolidin-1-yl)methyl)benzoyl)-N3,N4-bis((1S,2R)-2-phenylcyclopropyl)pyrrolidine-3,4-dicarboxamide O=C1N(CC(C1)NC(CCCCCCCCCCCCCC)=O)CC1=CC=C(C(=O)N2C[C@H]([C@@H](C2)C(=O)N[C@@H]2[C@H](C2)C2=CC=CC=C2)C(=O)N[C@@H]2[C@H](C2)C2=CC=CC=C2)C=C1